trans-tert-butyl 4-acetyl-5-(2-bromo-6-chloro-4-pyridyl)-2-(hydroxymethyl)piperazine-1-carboxylate C(C)(=O)N1C[C@@H](N(C[C@H]1C1=CC(=NC(=C1)Cl)Br)C(=O)OC(C)(C)C)CO